C(=O)=O.C(CCCCCCC)[Al](CCCCCCCC)CCCCCCCC trioctylaluminum compound with carbon dioxide